(R or S)-2-((2-((2-(3-methyl-2-oxopiperidin-1-yl)ethyl)amino)-2-oxoethyl)thio)acetic Acid C[C@H]1C(N(CCC1)CCNC(CSCC(=O)O)=O)=O |o1:1|